C(C)OC(=O)[C@@H]1[C@@H](CCCC1)NC1CC1 (1S,2R)-2-(cyclopropylamino)cyclohexane-1-carboxylic acid ethyl ester